N-[5-(2,6-dichlorophenyl)-1H-indazol-3-yl]piperidine-3-carboxamide hydrochloride Cl.ClC1=C(C(=CC=C1)Cl)C=1C=C2C(=NNC2=CC1)NC(=O)C1CNCCC1